(4-cyanobenzyl)-3-benzylimidazole C(#N)C1=CC=C(CC2=NC=CN2CC2=CC=CC=C2)C=C1